(1R,2S)-4-aminocyclopentane-1,2-diyl distearate C(CCCCCCCCCCCCCCCCC)(=O)O[C@H]1[C@H](CC(C1)N)OC(CCCCCCCCCCCCCCCCC)=O